C(C)O\C=C/C1=CNC(C2=CC=3C=CN=C(C3C=C21)OC[C@H]2NC(CC2)=O)=O (S,Z)-4-(2-ethoxyvinyl)-6-((5-oxopyrrolidin-2-yl)methoxy)pyrido[3,4-g]isoquinolin-1(2H)-one